(R)-2-methyl-2-(7-(3-methyl-1H-pyrazol-5-yl)-2-(3-methylmorpholino)imidazo[1,5-b]pyridazin-4-yl)propionitrile CC(C#N)(C)C=1C=2N(N=C(C1)N1[C@@H](COCC1)C)C(=NC2)C2=CC(=NN2)C